2-chloro-N-((1R,2R,4S)-7-cyano-7-azabicyclo[2.2.1]heptan-2-yl)-3-(2-methylpropoxy)-4-(4-methyl-1H-pyrazol-1-yl)benzamide ClC1=C(C(=O)N[C@H]2[C@H]3CC[C@@H](C2)N3C#N)C=CC(=C1OCC(C)C)N1N=CC(=C1)C